[NH4+].P(=O)(OC1CN(C1)C(CCC1=CC(=CC=C1)OCCCCCCCCCCC)=O)(O)O 1-{3-[3-(Undecyloxy)phenyl]propanoyl}azetidin-3-yl dihydrogen phosphate ammonium salt